4-((6-(4-chloro-2-fluorobenzyl)-5-fluoropyridin-2-yl)oxy)piperidine-1-carboxylic acid tert-butyl ester C(C)(C)(C)OC(=O)N1CCC(CC1)OC1=NC(=C(C=C1)F)CC1=C(C=C(C=C1)Cl)F